2-dimethoxymethylbutane COC(C(C)CC)OC